Cl.FC1=C(C=C(C(=C1Cl)F)F)[N+]#N 2,4,5-trifluoro-3-chlorobenzenediazonium hydrochloride